(S)-2-((tert-butoxycarbonyl)amino)-3-(4-(methoxy-d3)phenyl)propanoic acid methyl ester COC([C@H](CC1=CC=C(C=C1)OC([2H])([2H])[2H])NC(=O)OC(C)(C)C)=O